NC1CCN(CC1)C1=CC=C(C=C1)N1C(N(C(CC1)=O)CC1=CC=C(C=C1)OC)=O 1-(4-(4-Aminopiperidin-1-yl)phenyl)-3-(4-methoxybenzyl)dihydropyrimidine-2,4(1H,3H)-dione